SC(C(=O)O)O mercaptoglycolic acid